5-amino-6-(5-chloro-1H-indazol-4-yl)-2-phenylpyrimidine-4-carboxamide NC=1C(=NC(=NC1C1=C2C=NNC2=CC=C1Cl)C1=CC=CC=C1)C(=O)N